COC=1C=C(C=C(C1OC)OC)N1C=NC(=C1)NC1=NC2=CC=CC=C2C(=N1)N1[C@@H](CCC1)C(=O)N (S)-1-(2-((1-(3,4,5-trimethoxyphenyl)-1H-imidazol-4-yl)amino)quinazolin-4-yl)pyrrolidine-2-carboxamide